C(C)(C)C1=NOC=C1 3-isopropylisoxazole